(R)-2-amino-3-(4-(carboxymethyl)phenyl)propanoic acid N[C@@H](C(=O)O)CC1=CC=C(C=C1)CC(=O)O